C(C)(C)C1=CC=C(C=C1)/C=C/C(=O)C1=C(C=C(C=C1OCOC)OCOC)OC (E)-3-(4-isopropylphenyl)-1-(2-methoxy-4,6-bis(methoxymethoxy)phenyl)prop-2-en-1-one